C(C=C)(=O)N1CCN(CC1)C=1C2=C(N=CN1)CCN(C2)C=2C=C(C(=NC2)OC)NS(=O)(=O)C2=C(C=C(C=C2)F)F N-(5-(4-(4-acryloylpiperazin-1-yl)-7,8-dihydropyrido[4,3-d]pyrimidin-6(5H)-yl)-2-methoxypyridine-3-yl)-2,4-difluorobenzenesulfonamide